C1(CC1)C(=O)NC1=NC=C(C(=O)NC([2H])([2H])[2H])C(=C1)NC=1C=NN2C1C(=C(C=C2)C(C(F)(F)F)C)OC 6-(Cyclopropanecarboxamido)-4-((4-methoxy-5-(1,1,1-trifluoropropan-2-yl)pyrazolo[1,5-a]pyridin-3-yl)amino)-N-(methyl-d3)nicotinamide